COC=1C=C(C=CC1)C1(CCCC1)C(=O)O 1-(3-methoxyphenyl)cyclopentanecarboxylic acid